3-[3-amino-4-(7-{[2-(trimethylsilyl)ethoxy]methyl}-7H-pyrrolo[2,3-d]pyrimidin-4-yl)-1H-pyrazol-1-yl]-3-(cyanomethyl)azetidine-1-carboxylic acid tert-butyl ester C(C)(C)(C)OC(=O)N1CC(C1)(CC#N)N1N=C(C(=C1)C=1C2=C(N=CN1)N(C=C2)COCC[Si](C)(C)C)N